C(C=C)(=O)NC=1C=C(C(=NC1N(C)CCN(C)C)OC)NC1=NC=C(C(=N1)N1CC(C2=NC(=CC=C21)C)(C)C)C(=O)OC(C)C isopropyl 2-((5-acrylamido-6-((2-(dimethylamino)ethyl)(methyl)amino)-2-methoxy-pyridin-3-yl)amino)-4-(3,3,5-trimethyl-2,3-dihydro-1H-pyrrolo[3,2-b]pyridin-1-yl)pyrimidine-5-carboxylate